F[C@@H]1[C@@H](C1)C(=O)NC1=NN2C(C=C(C=C2)C2=C3C=NNC3=CC=C2C)=C1 (1S,2S)-2-fluoro-N-(5-(5-methyl-1H-indazol-4-yl)pyrazolo[1,5-a]pyridin-2-yl)cyclopropanecarboxamide